C(C)(C)(C)OC(=O)N1[C@@H]([C@H](CC1)C(N(C)[C@H](C(=O)OC)C(C)C)=O)C=C.N1C=NC2=C1C=CC(=C2)CN2C(CCCC2)=O 1-(1H-benzimidazol-5-ylmethyl)piperidin-2-one tert-butyl-(2R,3S)-3-(((S)-1-methoxy-3-methyl-1-oxobutan-2-yl)(methyl)carbamoyl)-2-vinylpyrrolidine-1-carboxylate